1-((2-(2-(diethylamino)ethoxy)naphthalen-1-yl)thio)naphthalen-2-ol C(C)N(CCOC1=C(C2=CC=CC=C2C=C1)SC1=C(C=CC2=CC=CC=C12)O)CC